ClC=1N=CC(=NC1)[C@H](CCl)O (R)-1-(5-chloro-pyrazin-2-yl)-2-chloro-ethanol